N-(4-(4-oxo-4-(4-(4-(trifluoromethoxy)benzyl)piperazin-1-yl)butyl)-1-phenyl-1H-imidazol-2-yl)benzamide O=C(CCCC=1N=C(N(C1)C1=CC=CC=C1)NC(C1=CC=CC=C1)=O)N1CCN(CC1)CC1=CC=C(C=C1)OC(F)(F)F